FC1([C@@H](O[C@@H]([C@H]1O)CO)N1C(N=C(C=C1)NC(C1=NC=C(C=C1)C1=CC=CC=C1)=O)=O)F N-(1-((2R,4R,5R)-3,3-difluoro-4-hydroxy-5-(hydroxymethyl)tetrahydrofuran-2-yl)-2-oxo-1,2-dihydropyrimidin-4-yl)-5-phenylpicolinamide